N-((4-chloro-2',3',4',5',6,6'-hexafluoro-[1,1'-biphenyl]-3-yl)sulfonyl)-2,2,2-trifluoroacetamide, ammonium salt [NH4+].ClC1=C(C=C(C(=C1)F)C1=C(C(=C(C(=C1F)F)F)F)F)S(=O)(=O)NC(C(F)(F)F)=O